ClC1=CC=C(C=C1)NC1=CC=C(C=C1)CC(=O)OC Methyl 2-(4-((4-chlorophenyl)amino)phenyl)acetate